Cl.C1(CCCCC1)COC[C@H]([C@@H](C)OCC1CCCCC1)N (2r,3r)-1,3-bis(cyclohexylmethoxy)butan-2-amine hydrochloride